lithium carbon copper [Cu].[C].[Li]